FC(COC1=CC=NC=N1)(F)F 6-(2,2,2-trifluoroethoxy)pyrimidin